Leucyl-Methionine N[C@@H](CC(C)C)C(=O)N[C@@H](CCSC)C(=O)O